CC1=NC=C(C(=N1)C(F)(F)F)N1CC2(C1)CN(CC2)C2=NC=C1C(=N2)N(N=C1)C1COC1 2-[2-methyl-4-(trifluoromethyl)pyrimidin-5-yl]-6-[1-(oxetan-3-yl)-1H-pyrazolo[3,4-d]pyrimidin-6-yl]-2,6-diazaspiro[3.4]octane